C(C=C)OC1=CC=C(C=C1)CNC1=CC=C(C=C1)OCC1OC1 1-(4-(allyloxy)phenyl)-N-(4-(oxiran-2-ylmethoxy)phenyl)methylamine